1-((2R,5S)-4-((S)-6-chloro-7-(1,6-dimethyl-1H-indazol-7-yl)-8-fluoro-2-(((R)-1-methylpyrrolidin-2-yl)methoxy)quinazolin-4-yl)-2,5-dimethylpiperazin-1-yl)prop-2-en-1-one ClC=1C=C2C(=NC(=NC2=C(C1C=1C(=CC=C2C=NN(C12)C)C)F)OC[C@@H]1N(CCC1)C)N1C[C@H](N(C[C@@H]1C)C(C=C)=O)C